ClC1=CC=C(C=C1)C1=NN=C(O1)S 5-p-chlorophenyl-2-mercapto-1,3,4-oxadiazole